(S)-2-(oxirane-2-ylmethyl)isoindoline-1,3-dione O1[C@H](C1)CN1C(C2=CC=CC=C2C1=O)=O